3-amino-1-(3-carboxy-4-cyanophenyl)uracile NN1C(N(C=CC1=O)C1=CC(=C(C=C1)C#N)C(=O)O)=O